COC1=CC(=C(C=C1NC1=NC=CC(=N1)C1=CN(C2=CC(=CC=C12)OC)C)C=CC(=O)[NH-])N(CCNC)C N-(4-methoxy-5-((4-(6-methoxy-1-methyl-1H-indol-3-yl)pyrimidin-2-yl)amino)-2-(methyl-(2-(methylamino)ethyl)amino)phenyl)acryloylamide